FC(C1=NN=C(O1)C1=CC=C(CN(S(=O)(=O)C)C=2C=C3CN(CC3=CC2)C(=O)OC(C)(C)C)C=C1)F tert-butyl 5-(N-(4-(5-(difluoromethyl)-1,3,4-oxadiazol-2-yl)benzyl)methylsulfonamido)isoindoline-2-carboxylate